1-((trans)-4-(4-amino-5-(4-phenoxyphenyl)-7H-pyrrolo[2,3-d]pyrimidin-7-yl)cyclohexyl)-4-methyl-1,4-azaphosphinane 4-oxide NC=1C2=C(N=CN1)N(C=C2C2=CC=C(C=C2)OC2=CC=CC=C2)[C@@H]2CC[C@H](CC2)N2CCP(CC2)(C)=O